O=C([C@H](O)[C@@H](O)[C@H](O)[C@H](O)CO)O.NC1=C2C(=NC=N1)N(N=C2C2=CC=C(C=C2)OC2=CC=CC=C2)[C@H]2CN(CCC2)C(C=C)=O 1-[(3R)-3-[4-amino-3-(4-phenoxyphenyl)-1H-pyrazolo[3,4-d]pyrimidin-1-yl]-1-piperidinyl]-2-propen-1-one gluconate